5-(1-aminoethyl)-3-(4-(3-methoxyoxetan-3-yl)phenyl)-7-methylquinoline-2-carbonitrile NC(C)C1=C2C=C(C(=NC2=CC(=C1)C)C#N)C1=CC=C(C=C1)C1(COC1)OC